IC1=C2C(=CC=3CCCC13)CC2 3-iodo-2,4,5,6-tetrahydro-1H-cyclobut[f]Indene